2-methyl-2-(1H-pyrazol-5-yloxy)butan-1-ol CC(CO)(CC)OC1=CC=NN1